ClC=1C=C(CNC(=O)[C@@]2(C(N(CC2)C2=CC=C(C=C2)P(=O)(C)C)=O)O)C=C(C1)F (S)-N-(3-chloro-5-fluorobenzyl)-1-(4-(dimethylphosphoryl)phenyl)-3-hydroxy-2-oxopyrrolidine-3-carboxamide